C(C)(C)(C)C=1C(C(=CC(C1)=CC1=CC=C(C=C1)Br)C(C)(C)C)=O 2,6-di-t-butyl-4-(4-bromobenzylidene)cyclohexa-2,5-dien-1-one